ClC1=CC=C(C=C1)N1C(=NN=C1[C@@H]1CC[C@H](CC1)OC1=NC=CC=C1)CN(C)C trans-1-(4-(4-Chlorophenyl)-5-(4-(pyridin-2-yloxy)cyclohexyl)-4H-1,2,4-triazol-3-yl)-N,N-dimethylmethanamine